2-[2-(1,3-dioxo-1,3-dihydro-2h-isoindol-2-yl)ethyl]-4-(4'-ethoxy-1,1'-biphenyl-4-yl)-4-oxobutanoic acid O=C1N(C(C2=CC=CC=C12)=O)CCC(C(=O)O)CC(=O)C1=CC=C(C=C1)C1=CC=C(C=C1)OCC